tert-butyl 2-[[4-[2-[(4-cyano-2-fluoro-phenyl)methoxy]thiazol-4-yl]pyrazol-1-yl]methyl]-3-(2-methoxyethyl)benzimidazole-5-carboxylate C(#N)C1=CC(=C(C=C1)COC=1SC=C(N1)C=1C=NN(C1)CC=1N(C2=C(N1)C=CC(=C2)C(=O)OC(C)(C)C)CCOC)F